FC=1C=C(C=C(C1CN1N=NN=C1C1=NC=CC=N1)F)C(=O)NO 3,5-difluoro-4-[(5-pyrimidin-2-yltetrazol-1-yl)methyl]benzenecarbohydroxamic acid